COC1=C(C=CC=C1)NC1CN(CCC1)C1=NC=CC(=N1)NC=1C=C2C=NNC2=CC1 N-(2-(3-((2-methoxyphenyl)amino)piperidin-1-yl)pyrimidin-4-yl)-1H-indazol-5-amine